CC1=C(C=CC=C1C)N1CCN(CC1)C(CN1N=C(C2=C1CCC2)C(=O)N2CCC1(CCOC1)CC2)=O 1-[4-(2,3-Dimethylphenyl)piperazin-1-yl]-2-[3-(2-oxa-8-azaspiro[4.5]decan-8-carbonyl)-5,6-dihydrocyclopenta[c]pyrazol-1(4H)-yl]ethan-1-on